tert-butyl (4aR)-8-((2,6-dioxopiperidin-3-yl)amino)-1,2,4a,5-tetrahydrobenzo[b]pyrazino[1,2-d][1,4]oxazine-3(4H)-carboxylate O=C1NC(CCC1NC=1C=CC2=C(OC[C@@H]3N2CCN(C3)C(=O)OC(C)(C)C)C1)=O